(((cyclohexylmethyl)(ethoxycarbonyl)amino)(phenyl)methyl)-3-methylbenzoate C1(CCCCC1)CN(C(=O)OCC)C(C1=CC=CC=C1)OC(C1=CC(=CC=C1)C)=O